Cl.FC=1C=C(C=C(C1CC1CCNCC1)OC)C1=CN(C(C2=CN=CC=C12)=O)C 4-[3-fluoro-5-methoxy-4-(4-piperidylmethyl)phenyl]-2-methyl-2,7-naphthyridin-1-one HCl